C(C(C)C)OC1=CC=C(C=C1)C1=CN=CC=N1 6-(4-isobutoxyphenyl)pyrazine